N,N-diethyl-4-(4-((3-(4-(pyrrolidin-1-yl)piperidin-1-yl)propyl)amino)-1H-pyrrolo[2,3-b]pyridin-6-yl)benzamide C(C)N(C(C1=CC=C(C=C1)C1=CC(=C2C(=N1)NC=C2)NCCCN2CCC(CC2)N2CCCC2)=O)CC